BrC=1C(C2=CC(=CC=C2C1)OCCCC1=CC=CC=C1)=O 2-bromo-6-(3-phenylpropoxy)-1H-inden-1-one